2-ethyl-6,6-dimethylcyclohex-2-en-1-carboxylat C(C)C=1C(C(CCC1)(C)C)C(=O)[O-]